ClC=1C=C2C=CC(=CC2=CC1)N1N=C(C=C1C(=O)NC1=C(C=CC(=C1)C(CCC1CC1)(C1=NC=CC=C1)O)F)C(F)(F)F 1-(6-chloronaphthalen-2-yl)-N-(5-(3-cyclopropyl-1-hydroxy-1-(pyridin-2-yl)propyl)-2-fluorophenyl)-3-(trifluoromethyl)-1H-pyrazole-5-carboxamide